O=C1N(C(=CC2=CC=C(C=C12)N1C(OCC1)=O)C(=O)OC)C(=O)OC(C)(C)C 2-tert-butyl 3-methyl 1-oxo-7-(2-oxo-oxazolidin-3-yl)-1H-isoquinoline-2,3-dicarboxylate